C(C)OC=1C2=C(N=C(N1)N[C@@H](C(F)(F)F)C)NC=C2C2=CC=1N(C=C2)N=CC1 (R)-4-ethoxy-5-(pyrazolo[1,5-a]pyridin-5-yl)-N-(1,1,1-trifluoropropan-2-yl)-7H-pyrrolo[2,3-d]pyrimidin-2-amine